NC1=NC(=NN2C1=NC=C2CC2=CC=C(C=C2)CCNC)O[C@H](CCO)CCC |o1:22| (S or R)-3-((4-amino-7-(4-(2-(methylamino)ethyl)benzyl)imidazo[2,1-f][1,2,4]triazin-2-yl)oxy)hexan-1-ol